Phenylacetyl-L-Glutamin C1(=CC=CC=C1)CC(=O)N[C@@H](CCC(N)=O)C(=O)O